CN[C@H](C)C1=CC=C(C=C1)C(F)(F)F (R)-N-methyl-1-(4-(trifluoromethyl)phenyl)ethan-1-amine